N-(4-(2-(2,6-Dimethylpyridin-4-yl)-3-isopropyl-1H-indol-5-yl)cyclohexyl)oxetan-3-amin CC1=NC(=CC(=C1)C=1NC2=CC=C(C=C2C1C(C)C)C1CCC(CC1)NC1COC1)C